4-(2-chloro-4-methoxy-5-methylphenyl)-N-[(1S)-2-cyclopropyl-1-(3-fluoro-4-methylphenyl)ethyl]-5-methyl-N-(2-propyn-1-yl)-2-thiazolamine, hydrochloride Cl.ClC1=C(C=C(C(=C1)OC)C)C=1N=C(SC1C)N(CC#C)[C@@H](CC1CC1)C1=CC(=C(C=C1)C)F